C1(=CC=CC=C1)NC1=CC=2C3(C4=CC=CC=C4C2C=C1)C1=CC=CC=C1C=1C=CC=CC13 N-phenyl-9,9'-spirobi[fluorene]-2-amine